tert-butyl (5aS,6S,9R)-1-fluoro-2-(5-methyl-1H-indazol-4-yl)-12-(methylthio)-5a,6,7,8,9,10-hexahydro-5H-4-oxa-3,10a,11,13,14-pentaaza-6,9-methanonaphtho[1,8-ab]heptalene-14-carboxylate FC1=C2N=C(N=C3C2=C(OC[C@@H]2[C@@H]4CC[C@H](CN32)N4C(=O)OC(C)(C)C)N=C1C1=C4C=NNC4=CC=C1C)SC